4,5,6,7-tetrahydro-1H-pyrazolo[3,4-c]pyridine-3-carboxylic acid N1N=C(C2=C1CNCC2)C(=O)O